(2R)-4-(7-(2-amino-6-fluorophenyl)-6-chloro-3-cyano-1-(4,6-diisopropylpyrimidin-5-yl)-2-oxo-1,2-dihydro-1,8-naphthyridin-4-yl)-2-methylpiperazine-1-carboxylic acid tert-butyl ester C(C)(C)(C)OC(=O)N1[C@@H](CN(CC1)C1=C(C(N(C2=NC(=C(C=C12)Cl)C1=C(C=CC=C1F)N)C=1C(=NC=NC1C(C)C)C(C)C)=O)C#N)C